C(=O)[O-].C[NH+](C)C trimethyl-ammonium formate